4-benzoyl-5-(4-methylphenyl)-1,3-dioxolan-2-one C(C1=CC=CC=C1)(=O)C1OC(OC1C1=CC=C(C=C1)C)=O